3-(1-amino-ethyl)-5-methylhexanoate NC(C)C(CC(=O)[O-])CC(C)C